tert-Butyl 4-(((1-methyl-3-(trifluoromethyl)-1H-pyrazol-4-yl)thio)methyl)piperidine-1-carboxylate CN1N=C(C(=C1)SCC1CCN(CC1)C(=O)OC(C)(C)C)C(F)(F)F